COCCO[C@H]1[C@H]([C@@H](O[C@@H]1CO)N1C(=O)NC(=O)C=C1)O 3'-O-Methoxyethyl-uridine